Tert-butyl (S)-(4-(6-(4-fluoro-1H-pyrazol-1-yl)pyridin-3-yl)-4-(4-methoxy-1-(4-methyl-6-((5-methyl-1H-pyrazol-3-yl)amino)pyrimidin-2-yl)piperidine-4-carboxamido)butyl)carbamate FC=1C=NN(C1)C1=CC=C(C=N1)[C@H](CCCNC(OC(C)(C)C)=O)NC(=O)C1(CCN(CC1)C1=NC(=CC(=N1)C)NC1=NNC(=C1)C)OC